OCC(C)(C)NC(=O)C=1C=2C[C@@H]3[C@H](C2N(N1)C1=NC=CC(=C1)OC)C3 (1aR,5aR)-2-(4-Methoxy-pyridin-2-yl)-1a,2,5,5a-tetrahydro-1H-2,3-diaza-cyclopropa[a]pentalene-4-carboxylic acid (2-hydroxy-1,1-dimethyl-ethyl)-amide